FC=1C=C2C(=NC1NC=1C=NC=C(C1C)CC1=C(C(=NC=C1)NS(NC)(=O)=O)F)OCCO2 7-fluoro-N-[5-[[3-fluoro-2-(methylsulfamoylamino)-4-pyridinyl]methyl]-4-methyl-3-pyridinyl]-2,3-dihydro-[1,4]dioxino[2,3-b]pyridin-6-amine